5-(3-(1-(ethylsulfonyl)piperidin-4-yl)-1-methyl-2-oxo-2,3-dihydro-1H-benzo[d]imidazol-5-yl)-2-methylbenzamide C(C)S(=O)(=O)N1CCC(CC1)N1C(N(C2=C1C=C(C=C2)C=2C=CC(=C(C(=O)N)C2)C)C)=O